lauroyl-hydroxyisopropyl-sodium C(CCCCCCCCCCC)(=O)CC(C)([Na])O